4-bromo-3-(difluoromethyl)benzoic acid BrC1=C(C=C(C(=O)O)C=C1)C(F)F